[C-](S(=O)(=O)C(F)(F)F)(S(=O)(=O)C(F)(F)F)S(=O)(=O)C(F)(F)F.C1(C=CC=C1)[Fe+] cyclopentadienyl-iron (II) tris(trifluoromethylsulfonyl)methide